FC1C(C1)(C)NC(OCC1=CC=CC=C1)=O benzyl (2-fluoro-1-methylcyclopropyl)carbamate